(2R,3R,4R,5R)-2-((benzoyloxy)methyl)-5-(6-iodo-9H-purin-9-yl)tetrahydrofuran-3,4-diyldibenzoate C(C1=CC=CC=C1)(=O)OC[C@@H]1O[C@H]([C@H]([C@@H]1C1=C(C(=O)[O-])C=CC=C1)C1=C(C(=O)[O-])C=CC=C1)N1C2=NC=NC(=C2N=C1)I